N(N)C(=O)C12CC(C1)(C2)NC(OC(C)(C)C)=O tert-butyl (3-(hydrazinecarbonyl)bicyclo[1.1.1]pentan-1-yl)carbamate